(2S,5S)-4-(3-fluorobicyclo[1.1.1]pentane-1-carbonyl)-2,3,4,5-tetrahydro-2,5-methanopyrido[3,4-f][1,4]oxazepine-9-carbonitrile FC12CC(C1)(C2)C(=O)N2C[C@H]1OC3=C([C@@H]2C1)C=NC=C3C#N